(E)-N-(3-fluoro-7-(hydroxymethylene)-4-methyl-8-oxo-5,6,7,8-tetrahydronaphthalen-1-yl)acetamide FC=1C=C(C=2C(/C(/CCC2C1C)=C/O)=O)NC(C)=O